N-(undec-9-yn-1-yl)undec-9-ynamide C(CCCCCCCC#CC)NC(CCCCCCCC#CC)=O